CN(C1CC(CCC1)NC(=O)C1=NC(=CC=C1)C=1C=C2C(=CC=NC2=CC1)NC(C=C)=O)C N-[3-(dimethylamino)cyclohexyl]-6-[4-(prop-2-enamido)quinolin-6-yl]pyridine-2-carboxamide